C(\C=C/C(=O)OCC(C)C)(=O)OCC(C)C di(2-methylpropyl) maleate